4-[(3R)-3-methylmorpholin-4-yl]-6-(8-oxa-5-azaspiro[3.5]nonan-5-yl)-1H-pyridin-2-one C[C@H]1N(CCOC1)C1=CC(NC(=C1)N1C2(CCC2)COCC1)=O